(N-phenyl)-gamma-aminopropyl-trimethoxysilane C1(=CC=CC=C1)NCCC[Si](OC)(OC)OC